1-[1-(R)-benzyl-2-(piperidin-1-yl)ethyl]-4-[(4-methoxyphenyl)thiomethyl]-1H-1,2,3-triazole C(C1=CC=CC=C1)[C@H](CN1CCCCC1)N1N=NC(=C1)CSC1=CC=C(C=C1)OC